N1=C(C=CC=C1)CCC(C(=O)OC)C(=O)OC Dimethyl 2-(2-(pyridin-2-yl)ethyl)malonate